(2S)-1-((2-oxo-1-(3-(trifluoromethyl)-6,7,8,9-tetrahydropyrido[3,2-b]indolizin-7-yl)piperidin-3-yl)oxy)propan O=C1N(CCCC1OCCC)C1CCN2C3=C(C=C2C1)C=C(C=N3)C(F)(F)F